C1=CC=CC2=NC3=CC=CC=C3C(=C12)C(=O)NCCCCCCNC(C1=CC=CC=C1)=O N-[6-(9-acridinamido)hexyl]benzamide